4-((1R,5S)-3,8-diazabicyclo[3.2.1]octan-3-yl)-7-(8-chloronaphthalen-1-yl)-8-fluoro-2-(((R)-1-methylpyrrolidin-3-yl)oxy)pyrido[4,3-d]pyrimidine [C@H]12CN(C[C@H](CC1)N2)C=2C1=C(N=C(N2)O[C@H]2CN(CC2)C)C(=C(N=C1)C1=CC=CC2=CC=CC(=C12)Cl)F